2-[2-Chloro-5-(trifluoromethyl)phenyl]-N-[4-(4-cyano-1H-pyrazol-1-yl)-3-sulfamoylphenyl]acetamide ClC1=C(C=C(C=C1)C(F)(F)F)CC(=O)NC1=CC(=C(C=C1)N1N=CC(=C1)C#N)S(N)(=O)=O